2,4-dichloro-6-silyl-pyrimidine-5-carboxylic acid methyl ester COC(=O)C=1C(=NC(=NC1[SiH3])Cl)Cl